(S)-2-((tert-Butoxycarbonyl)amino)-4-methylpentanoic acid-2-ethylbutyl ester C(C)C(COC([C@H](CC(C)C)NC(=O)OC(C)(C)C)=O)CC